(2S,5R)-5-((1-(2-hydroxy-4-(trifluoromethyl)phenyl)pyrido[3,4-d]pyridazin-4-yl)amino)-1-methylpiperidine-2-carboxylic acid ethyl ester C(C)OC(=O)[C@H]1N(C[C@@H](CC1)NC=1N=NC(=C2C1C=NC=C2)C2=C(C=C(C=C2)C(F)(F)F)O)C